2-cis-beta-mannose O[C@H]1[C@@H](O)[C@@H](O)[C@H](O)[C@H](O1)CO